C(C)C=1C(NC=2C=C(C=NC2C1)CN1C2(CCOC2)CN(CC1)C=1C=CC(=NC1)C(=O)NC)=O 5-(6-((7-ethyl-6-oxo-5,6-dihydro-1,5-naphthyridin-3-yl)methyl)-2-oxa-6,9-diazaspiro[4.5]decan-9-yl)-N-methylpicolinamide